CC1(C[C@H](CO1)OC1=C(C=C(C=C1)F)C1CCN(CC1)[C@@H]1COC2(CN(C2)C=2OC=NN2)C1)C (S)-7-(4-(2-(((R)-5,5-dimethyltetrahydrofuran-3-yl)oxy)-5-fluorophenyl)piperidin-1-yl)-2-(1,3,4-oxadiazol-2-yl)-5-oxa-2-azaspiro[3.4]octane